ClCC1=CC=C(C=C1)NC(=O)NC1=CC(=CC=C1)C 1-(4-(chloromethyl)phenyl)-3-(3-methylphenyl)urea